C(=O)O.C(C1=CC=CO1)=O furfural formate